3-(1-methyl-1H-indol-3-yl)-4-[1-[1-(pyridin-2-ylmethyl)piperidin-4-yl]-1H-indol-3-yl]-1H-pyrrole mono-hydrochloride Cl.CN1C=C(C2=CC=CC=C12)C1=CNC=C1C1=CN(C2=CC=CC=C12)C1CCN(CC1)CC1=NC=CC=C1